C(C)C1OC1 Ethyl-Oxirane